FC=1C=CC(=C2C=CC=NC12)N1C[C@@]2(C[C@@]2(C1)C(F)(F)F)C=1OC(=NN1)C1CCN(CC1)C 2-((1S,5R)-3-(8-fluoroquinolin-5-yl)-5-(trifluoromethyl)-3-azabicyclo[3.1.0]hexan-1-yl)-5-(1-methylpiperidin-4-yl)-1,3,4-oxadiazole